(M)-(1R,9R)-10,10-dimethyl-6-(5-methyl-1H-indazol-4-yl)-4-(2-(2-propenoyl)-2,6-diazaspiro[3.4]octan-6-yl)-3-azatricyclo[7.1.1.02,7]undeca-2,4,6-triene-5-carbonitrile CC1([C@H]2CC3=C(C(=C(N=C3[C@@H]1C2)N2CC1(CN(C1)C(C=C)=O)CC2)C#N)C2=C1C=NNC1=CC=C2C)C